O([Si](C)(C)C(C)(C)C)C(CC1=CC=NC=C1)C 4-(2-tert-butyldimethylsiloxypropyl)pyridine